N1=CC(=CC2=CC=CN=C12)C=1C=CN2N=C(N=CC21)C2(CC(C2)N(C)C)N 1-(5-(1,8-naphthyridin-3-yl)pyrrolo[2,1-f][1,2,4]triazin-2-yl)-N3,N3-dimethylcyclobutane-1,3-diamine